C1(CC1)N1C(C(=CC=C1)NC(=O)C=1C(=CC=2N(C1)C=C(N2)C21COC(C2)(C1)C)O[C@H](CF)C)=O (S)-N-(1-cyclopropyl-2-oxo-1,2-dihydropyridin-3-yl)-7-((1-fluoroprop-2-yl)oxy)-2-(1-methyl-2-oxabicyclo[2.1.1]hex-4-yl)imidazo[1,2-a]pyridine-6-carboxamide